N-((7,8-dihydro-5H-pyrano[4,3-d]pyrimidin-2-yl)methyl)-2-((1-((dimethylamino)methyl)cyclopropyl)methoxy)-7-(8-ethylnaphthalen-1-yl)-5,6,7,8-tetrahydropyrido[3,4-d]pyrimidin-4-amine N1=C(N=CC2=C1CCOC2)CNC=2C1=C(N=C(N2)OCC2(CC2)CN(C)C)CN(CC1)C1=CC=CC2=CC=CC(=C12)CC